1-(2,3-dimethylphenyl)-N-[4-(2,4-dioxo-1,2,3,4-tetrahydronaphtho[1,2-b][1,4]diazepine-5-yl)phenyl]phenyl-N-methylmethanesulfonamide CC1=C(C=CC=C1C)C1(CC=CC=C1)CS(=O)(=O)N(C)C1=CC=C(C=C1)N1C2=C(NC(CC1=O)=O)C1=CC=CC=C1C=C2